gadolinium 2,2',2''-{10-[2-(4-butoxyphenyl)-1-carboxyethyl]-1,4,7,10-tetraazacyclododecane-1,4,7-triyl}triacetate C(CCC)OC1=CC=C(C=C1)CC(C(=O)O)N1CCN(CCN(CCN(CC1)CC(=O)[O-])CC(=O)[O-])CC(=O)[O-].[Gd+3]